FC1=CC(=C(C=C1)C1=CC(=NC=C1)C(=O)O)C1=NN=CN1C 4-[4-fluoro-2-(4-methyl-1,2,4-triazol-3-yl)phenyl]Pyridine-2-carboxylic acid